OC1=CC=C(C=C1)C(C)(C)C1=CC(=CC(=C1)C(C)(C)C1=CC=C(C=C1)O)C(C)(C)C1=CC=C(C=C1)O α,α',α''-tris(4-hydroxyphenyl)1,3,5-triisopropylbenzene